CN1C=NC2=C1C=CC(=C2)N 1-methylbenzo[d]imidazol-5-amine